BrC(CC)O bromo-1-propanol